ClC1=CC=C(OC[C@@H]2N(C3CC([C@H]2C)C3)C(=O)C3=NC(=CC=C3N3N=CC=N3)C)C=C1 (3R,4R)-3-[(4-chlorophenoxy)methyl]-4-methyl-2-[6-methyl-3-(2H-1,2,3-triazol-2-yl)pyridine-2-carbonyl]-2-azabicyclo[3.1.1]heptane